FC1(CC1)C(=O)N1CC2(C1)C[C@H](CC2)N2CCC(CC2)C2=C(OCCN1C(CCC1)=O)C=CC=C2 (S)-1-(2-(2-(1-(2-(1-fluorocyclopropane-1-carbonyl)-2-azaspiro[3.4]octan-6-yl)piperidin-4-yl)phenoxy)ethyl)pyrrolidin-2-one